6-Hydrazinopyridine N(N)C1=CC=CC=N1